C[SiH](OCCN1N=C2C=CC=CC2=C1C(=O)[O-])C 2-((dimethylsilyloxy) ethyl)-2H-indazole-3-carboxylate